1H,3H-pyrano[4,3-b]thieno[3,2-d]pyran-4,6-dione C1OCC(C=2OC(C3=C(C21)C=CS3)=O)=O